N1C(=CC=2C=NC=CC21)CNC(C(=C)N2C(=NC=C(C2=O)N[C@H](C)C2=CC1=C(OC3=C1C=CC=C3)C=C2)C2=C(C=CC=C2)F)=O (S)-N-((1H-pyrrolo[3,2-c]pyridin-2-yl)methyl)-2-(5-(((R)-1-(dibenzo[b,d]furan-2-yl)ethyl)amino)-2-(2-fluorophenyl)-6-oxopyrimidin-1(6H)-yl)acrylamide